FC1(CN(CCC1C1=CC=C(NC2C(NCCC2)=O)C=C1)CC1=CSC=2CNCCC21)F 3-[4-[3,3-difluoro-1-(4,5,6,7-tetrahydrothieno[2,3-c]pyridin-3-ylmethyl)-4-piperidyl]anilino]piperidin-2-one